ClC=1C=C(C=2N(N1)C=CN2)[C@@H]2[C@H](C2)C2=CC(=CC=C2)C(F)(F)F 6-chloro-8-[(1S,2S)-2-[3-(trifluoromethyl)phenyl]cyclopropyl]imidazo[1,2-b]pyridazine